6-(6-Chloropyrimidin-4-Yl)Pyridine-3-Carbonitrile ClC1=CC(=NC=N1)C1=CC=C(C=N1)C#N